N-(4-(1-(cyclopropanecarbonyl)indolin-5-yl)-5-methylthiazol-2-yl)-2-(3-hydroxyphenyl)acetamide C1(CC1)C(=O)N1CCC2=CC(=CC=C12)C=1N=C(SC1C)NC(CC1=CC(=CC=C1)O)=O